tert-butyl (S)-3-((4-(N-(tert-butoxycarbonyl)-N-(thiazol-4-yl)sulfamoyl)-3,5-difluorophenyl)amino)pyrrolidine-1-carboxylate C(C)(C)(C)OC(=O)N(S(=O)(=O)C1=C(C=C(C=C1F)N[C@@H]1CN(CC1)C(=O)OC(C)(C)C)F)C=1N=CSC1